OCCCC(=O)NC1=C(C=CC(=C1)NC=1N=CC2=C(N1)NC(C=C2C#C[Si](C(C)C)(C(C)C)C(C)C)=O)N2CCN(CC2)C(C)C 4-hydroxy-N-[2-(4-isopropylpiperazin-1-yl)-5-({7-oxo-5-[2-(triisopropylsilyl)ethynyl]-8H-pyrido[2,3-d]pyrimidin-2-yl}amino)phenyl]butanamide